O1CCN(CC1)C=1C2=C(N=CN1)N(C(=C2)C2=CC=C(C=C2)NC(CC=2C=C(C=CC2)N2C[C@H](CC2)NC(OC(C)(C)C)=O)=O)COCC[Si](C)(C)C tert-butyl (S)-(1-(3-(2-((4-(4-morpholino-7-((2-(trimethylsilyl)ethoxy)methyl)-7H-pyrrolo[2,3-d]pyrimidin-6-yl)phenyl)amino)-2-oxoethyl)phenyl)pyrrolidin-3-yl)carbamate